[125I][C@@]1([C@H](O)[C@H](O)[C@@H](CO)O1)N1C(=O)NC(=O)C=C1 [125I]-iodouridine